CC1C(OCC(=N1)C1=CC=CC=C1)=O 3-methyl-5-phenyl-3,6-dihydro-2H-1,4-oxazin-2-one